NCC(=O)NCC(=O)N1C(C=CC2=CC=C(C=C12)OCCCCN1CCN(CC1)C1=CC=CC=2SC=CC21)=O 2-amino-N-(2-(7-(4-(4-(benzo[b]thiophen-4-yl)piperazin-1-yl)butoxy)-2-oxoquinolin-1(2H)-yl)-2-oxoethyl)acetamide